S-(2-BORONOETHYL)-L-CYSTEINE HYDROCHLORIDE Cl.B(O)(O)CCSC[C@H](N)C(=O)O